C(#N)[C@H](C[C@H]1C(NCC1)=O)NC(=O)[C@@H]1C2C([C@H]2CN1C(=O)C=1NC2=CC=CC(=C2C1)OC)(C)C (2S,5S)-N-[(1S)-1-cyano-2-[(3S)-2-oxopyrrolidin-3-yl]ethyl]-3-(4-methoxy-1H-indole-2-carbonyl)-6,6-dimethyl-3-azabicyclo[3.1.0]hexane-2-carboxamide